C1[C@H]2CN[C@@H]1CN2C3=CC=C(C=C3)Cl.Br (1S,4S)-(-)-2-(4-chlorophenyl)-2,5-diazabicyclo[2.2.1]heptane hydrobromide